1,2,4-triazole mesylate S(C)(=O)(=O)O.N1N=CN=C1